N1(CCCCCC1)CC1=CC=C(C=C1)C#CC1=C2C(N(C(=NC2=CC=C1)C)C1C(NC(CC1)=O)=O)=O 3-(5-((4-(azepan-1-ylmethyl)phenyl)ethynyl)-2-methyl-4-oxoquinazolin-3(4H)-yl)piperidine-2,6-dione